tert-Butyl 2-methyl-6,7,8,9-tetrahydro-5H-5,8-epiminocyclohepta[d]pyrimidine-10-carboxylate CC=1N=CC2=C(N1)CC1CCC2N1C(=O)OC(C)(C)C